3-(2-amino-6-(butylamino)-5-(2-methoxybenzyl)pyrimidin-4-yl)propionic acid ethyl ester C(C)OC(CCC1=NC(=NC(=C1CC1=C(C=CC=C1)OC)NCCCC)N)=O